2-((7-(cyclopentylamino)-2-phenyl-1H-indol-5-yl)methoxy)ethan-1-ol C1(CCCC1)NC=1C=C(C=C2C=C(NC12)C1=CC=CC=C1)COCCO